1-(3-methylpyridin-4-yl)piperazine CC=1C=NC=CC1N1CCNCC1